2-(2-fluorophenyl)-4,6-diphenyl-1,3,5-triazine FC1=C(C=CC=C1)C1=NC(=NC(=N1)C1=CC=CC=C1)C1=CC=CC=C1